N-((1H-benzo[d]imidazol-6-yl)methyl)-N-(3-methoxybenzyl)-4-methyl-5-(morpholinomethyl)oxazol-2-amine N1C=NC2=C1C=C(C=C2)CN(C=2OC(=C(N2)C)CN2CCOCC2)CC2=CC(=CC=C2)OC